7-(4-chloro-2-fluorophenyl)-2-(hydroxymethyl)-N-(isoquinolin-6-yl)-5-methyl-4,7-dihydropyrazolo[1,5-a]pyrimidine-6-carboxamide ClC1=CC(=C(C=C1)C1C(=C(NC=2N1N=C(C2)CO)C)C(=O)NC=2C=C1C=CN=CC1=CC2)F